ClC1=C(C(=C(C#N)C(=C1)OC)N1CCC(CC1)C1=NN=CN1C)C=1C=NC(=CC1)F 4-chloro-3-(6-fluoropyridin-3-yl)-6-methoxy-2-[4-(4-methyl-1,2,4-triazol-3-yl)piperidin-1-yl]benzonitrile